C(=O)(O)C1=CC=C(OC=2C=NC=C(C(=O)O)C2)C=C1 5-(4'-carboxyphenoxy)nicotinic acid